tert-butyl 3-(hydroxy(4-(2-(methoxymethoxy)-4-(trifluoromethyl)phenyl)-6,7-dihydro-5H-cyclopenta[d]pyridazin-1-yl)methyl)piperidine-1-carboxylate OC(C1CN(CCC1)C(=O)OC(C)(C)C)C1=NN=C(C2=C1CCC2)C2=C(C=C(C=C2)C(F)(F)F)OCOC